FC(OC1=CC=C2C3(CC=4C(=NOC4C2=C1)NS(=O)(=O)C1=NC=CC=C1OC)CC3)F N-[8'-(difluoromethoxy)-4'H-spiro[cyclopropane-1,5'-naphtho[2,1-d][1,2]oxazol]-3'-yl]-3-methoxypyridine-2-sulfonamide